[N+](=O)(O[C@H]1[C@@H]2[C@H](OC1)[C@H](CO2)O)[O-] (3R,3aS,6S,6aR)-6-hydroxyhexahydrofuro[3,2-b]furan-3-yl nitrate